t-hexylpropoxylisopropyl monocarbonate C(OC(C)(C)OCCCC(C)(C)CCC)([O-])=O